N1C(CCCC1)C=1C=C2C=NNC2=CC1 5-(2-piperidyl)-1H-Indazole